N-(4-cyclohexylphenyl)-1-ethylpiperidin-4-amine C1(CCCCC1)C1=CC=C(C=C1)NC1CCN(CC1)CC